6-Bromo-3-chloro-4-[2-(5-fluoropyrimidin-2-yl)-2-methoxy-ethoxy]pyrazolo[1,5-a]pyridine BrC=1C=C(C=2N(C1)N=CC2Cl)OCC(OC)C2=NC=C(C=N2)F